methacryl-asparagine C(=O)(C(=C)C)N[C@@H](CC(N)=O)C(=O)O